[N+](=O)([O-])C1=CC=C(C=C1)C=1NC2=C(N1)C=CC(=C2)C(=O)N 2-(4-nitro-phenyl)-3H-benzimidazole-5-carboxylic acid amide